ClC1=CC=C(CNC(=O)NC2CC3(CN(C3)C(C3=CC=C(C=C3)C)=O)C2)C=C1 1-(4-chlorobenzyl)-3-(2-(4-methylbenzoyl)-2-azaspiro[3.3]hept-6-yl)urea